N-[(5-cyclopropyl-6-fluoropyridin-2-yl)(phenyl)methyl]-1-[2-(4-ethyl-5-oxo-4,5-dihydropyrazin-2-yl)acetyl]-4-fluoropyrrolidine-2-carboxamide C1(CC1)C=1C=CC(=NC1F)C(NC(=O)C1N(CC(C1)F)C(CC=1N=CC(N(C1)CC)=O)=O)C1=CC=CC=C1